4-amino-N-(6-bromo-2,3-dihydrobenzofuran-3-yl)-N-cyclopropylimidazo[1,5-a]quinoxaline-8-carboxamide NC=1C=2N(C3=CC(=CC=C3N1)C(=O)N(C1CC1)C1COC3=C1C=CC(=C3)Br)C=NC2